(R)-3-(4-fluoro-3-methylphenyl)-1-(9-fluoro-6-oxo-1,4,5,6-tetrahydro-2H-pyrano[3,4-c]isoquinolin-1-yl)-1-methylurea FC1=C(C=C(C=C1)NC(N(C)[C@H]1COCC=2NC(C=3C=CC(=CC3C21)F)=O)=O)C